C(C=C)(=O)NC=1C(=CC(=C(C1)NC1=NC=C(C(=N1)NC1=C(C=CC=C1)C1=NN(C=C1)C)C(=O)OC(C)C)OC)N1C[C@H](CC1)N(C)C Isopropyl (S)-2-((5-acrylamido-4-(3-(dimethylamino)pyrrolidin-1-yl)-2-methoxyphenyl)amino)-4-((2-(1-methyl-1H-pyrazol-3-yl)phenyl)amino)pyrimidin-5-carboxylate